(2,6-Dimethoxyphenyl)-2-(6-ethoxypyridin-2-yl)-6-phenethyl-1H-imidazo[4,5-B]pyrazine COC1=C(C(=CC=C1)OC)N1C(=NC=2C1=NC(=CN2)CCC2=CC=CC=C2)C2=NC(=CC=C2)OCC